tert-butyl (3R)-4-(10-hydroxy-10-((3-methyl-2-oxopyrazin-1(2H)-yl)methyl)-7-azaspiro[4.5]decane-7-carbonyl)-3-phenylpiperazine-1-carboxylate OC1(CCN(CC12CCCC2)C(=O)N2[C@@H](CN(CC2)C(=O)OC(C)(C)C)C2=CC=CC=C2)CN2C(C(=NC=C2)C)=O